C(#N)C1=C(C(=NC(=C1)NC(C1=C(C=CC=C1Cl)Cl)=O)C(CCC(=O)O)=O)O 4-[4-Cyano-6-(2,6-dichloro-benzoylamino)-3-hydroxy-pyridin-2-yl]-4-oxo-butyric acid